8-(1-methyl-6-(trifluoromethyl)-1H-benzo[d]imidazol-5-yl)-N-(3-(2,3,5,6-tetrafluoro-4-(S-methylsulfonimidoyl)phenyl)propyl)indolizine-3-carboxamide CN1C=NC2=C1C=C(C(=C2)C2=CC=CN1C(=CC=C21)C(=O)NCCCC2=C(C(=C(C(=C2F)F)S(=O)(=N)C)F)F)C(F)(F)F